CC1=C(COCC(CCCCN2C[C@@H]([C@H]([C@@H]([C@H](C2)O)O)O)O)F)C=CC(=C1)C (3S,4R,5R,6S)-1-{6-[(2,4-dimethylbenzyl)oxy]-5-fluorohexyl}-3,4,5,6-azepanetetrol